The molecule is a dihydroxyflavone that is the 5-deoxy-derivative of 4',5,7-trihydroxy-3'-methoxyflavone (chrysoeriol). It has a role as a plant metabolite. It is a dihydroxyflavone and a monomethoxyflavone. It derives from a 4',5,7-trihydroxy-3'-methoxyflavone. COC1=C(C=CC(=C1)C2=CC(=O)C3=C(O2)C=C(C=C3)O)O